C(C)(C)NC(CC(C(=O)O)CCC[Si](OC)(OC)OC)=O 2-(2-(isopropylamino)-2-oxoethyl)-5-(trimethoxysilyl)pentanoic acid